N1=C(C=CC=2CCCNC12)CCOC=1C=C2C=NN(C2=CC1)C(CC(=O)O)C=1SC=CC1 3-(5-(2-(5,6,7,8-tetrahydro-1,8-naphthyridin-2-yl)ethoxy)-1H-indazol-1-yl)-3-(thiophen-2-yl)propionic acid